2-(1H-indol-5-yl)-N4-(1-(methylsulfonyl)piperidin-4-yl)pyrimidine-2,4-diamine N1C=CC2=CC(=CC=C12)C1(NC=CC(=N1)NC1CCN(CC1)S(=O)(=O)C)N